N-(2-bromobenzyl)-5-(4-methylphenyl)pyrazolo[1,5-a]pyrimidin-7-amine BrC1=C(CNC2=CC(=NC=3N2N=CC3)C3=CC=C(C=C3)C)C=CC=C1